N-(2-Acetyl-4-(trifluoromethyl)phenyl)-2-(2-(cyclohept-1-en-1-yl)-5-ethyl-7-oxo-6-(piperazin-1-yl)-[1,2,4]triazolo[1,5-a]pyrimidin-4(7H)-yl)acetamide C(C)(=O)C1=C(C=CC(=C1)C(F)(F)F)NC(CN1C=2N(C(C(=C1CC)N1CCNCC1)=O)N=C(N2)C2=CCCCCC2)=O